1-Methyl-phospholen oxid CP1(C=CCC1)=O